ethyl 2,5-dimethyl-4-(naphthalene-2-yl)-1H-pyrrole-3-carboxylate CC=1NC(=C(C1C(=O)OCC)C1=CC2=CC=CC=C2C=C1)C